methyl-(2R)-2-fluorotetrahydro-1H-pyrrolizine CC1[C@H](CN2CCC=C12)F